NC1=NC(=C2C(=N1)N(N=C2)CC2=CC(=C(C=C2)N)C(F)(F)F)C=2C=C(C#N)C=CC2 3-(6-amino-1-(4-amino-3-(trifluoromethyl)benzyl)-1H-pyrazolo[3,4-d]pyrimidine-4-yl)benzonitrile